FC1([C@@H](CN(CC1)C1=C(C(=O)NC2=CC(=CC=C2)S(N)(=O)=O)C=C(C=N1)C(F)(F)F)C)F |r| (R and S)-2-(4,4-difluoro-3-methylpiperidin-1-yl)-N-(3-sulfamoylphenyl)-5-(trifluoromethyl)nicotinamide